C1(CC1)CN1CCN(CC1)C1=C(C=C(C(=C1)OC)NC1=NC=NC(=C1)N1OCC[C@@H]1C1=CC(=CC=C1)OC1=CC=CC=C1)NC(C=C)=O (R)-N-(2-(4-(cyclopropylmethyl)-piperazin-1-yl)-4-methoxy-5-((6-(3-(3-phenoxyphenyl)isoxazolidin-2-yl)pyrimidin-4-yl)-amino)phenyl)-acrylamide